NC(C)C1=CC(=C(C=C1)O)OC 4-(1-aminoethyl)-2-methoxyphenol